ClC=1C(=NC=CC1C(=O)N1CCOCC1)NC1=C(C=C(C(=O)N=C2NCCN2)C=C1F)C1CC1 4-{[3-chloro-4-(morpholine-4-carbonyl)pyridin-2-yl]Amino}-3-cyclopropyl-5-fluoro-N-[imidazolidin-2-ylidene]Benzamide